C1(=CC=CC=C1)C(O[SiH](Cl)OC)C1=CC=CC=C1 diphenyl-dimethoxychlorosilane